4-imino-1,4-oxathiane 4-oxide N=S1(CCOCC1)=O